COC(=O)C=1C=C(C(=O)C2=CC(=C(C=C2)C(=O)OC)C(=O)OOC(C)(C)C)C=CC1C(=O)OOC(C)(C)C 3,4'-di(methoxycarbonyl)-4,3'-di(t-butylperoxycarbonyl)benzophenone